N-(4-methoxy-2-(4-morpholinopiperidine-1-yl)-5-((6-((R)-3-(3-(trifluoromethyl)phenyl)isoxazolidine-2-yl)pyrimidine-4-yl)amino)phenyl)-acrylamide COC1=CC(=C(C=C1NC1=NC=NC(=C1)N1OCC[C@@H]1C1=CC(=CC=C1)C(F)(F)F)NC(C=C)=O)N1CCC(CC1)N1CCOCC1